NC1=NC(=NC=C1C(=O)NC1=CC=C(C=C1)OC)N1CCN(CCC1)C=1N=CC2=CC=CC=C2C1 4-amino-2-(4-(isoquinolin-3-yl)-1,4-diazepan-1-yl)-N-(4-methoxyphenyl)pyrimidine-5-carboxamide